COS(=O)(=O)OC (methoxysulfonyloxy)methane